C[GeH](N(CC)CC)C Dimethyl-(diethylamino)germanium hydride